COC=1C2=C(N=C(N1)NC1CC(C1)(C)NC(CC)=O)NC=C2C=2C=CC1=C(N(N=N1)C)C2 N-((1r,3r)-3-((4-methoxy-5-(1-methyl-1H-benzo[d][1,2,3]triazol-6-yl)-7H-pyrrolo[2,3-d]pyrimidin-2-yl)amino)-1-methylcyclobutyl)propionamide